3,5-dihydroxyaniline hydrochloride Cl.OC=1C=C(N)C=C(C1)O